FC1=C(C=CC2=C1B(OC2)O)C(=O)ON2C(CCC2=O)=O 2,5-dioxopyrrolidin-1-yl 7-fluoro-1-hydroxy-1,3-dihydrobenzo[c][1,2]oxaborole-6-carboxylate